6-(((1S)-(1-(sec-butyl)-1H-1,2,3-triazol-4-yl)(2-methyl-1-oxo-1,2-dihydroisoquinolin-5-yl)methyl)amino)-8-chloro-4-(neopentylamino)quinoline-3-carbonitrile C(C)(CC)N1N=NC(=C1)[C@H](C1=C2C=CN(C(C2=CC=C1)=O)C)NC=1C=C2C(=C(C=NC2=C(C1)Cl)C#N)NCC(C)(C)C